(S)-6-((1-(2,3-Dihydrobenzofuran-5-yl)ethyl)amino)-3-isopropylpyrimidine-2,4(1H,3H)-dione O1CCC2=C1C=CC(=C2)[C@H](C)NC2=CC(N(C(N2)=O)C(C)C)=O